n-decyl disulfone C(CCCCCCCCC)S(S(=O)(=O)CCCCCCCCCC)(=O)=O